C(C)(C)C1=CC=C(C=C1)NC(=O)C=1C2=C(SC1NC(=O)C1C(CCCC1)C(=O)O)CCC2 2-[[3-[(4-Isopropylphenyl)carbamoyl]-5,6-dihydro-4H-cyclopenta[b]thiophen-2-yl]carbamoyl]cyclohexanecarboxylic acid